O.Cl.Cl.Cl.FC=1C=C(C=CC1C=1C=NC(=CC1)C=1N=NN(N1)CCN(C)C)N1C(O[C@H](C1)NC)=O (5R)-3-{3-Fluoro-4-[6-(2-(2-dimethylaminoethyl)-2H-tetrazol-5-yl)-3-pyridinyl]phenyl}-5-(methylamino)-1,3-oxazolidin-2-one dihydrochloride hydrochloride monohydrate